Cl.ClC=1C=C(CN2N=C3N([C@H](CCC3)C(=O)O)C2=O)C=CC1F |r| (5RS)-2-(3-Chloro-4-fluorobenzyl)-3-oxo-2,3,5,6,7,8-hexahydro[1,2,4]triazolo[4,3-a]pyridine-5-carboxylic acid hydrochloride